5-((2-ethylhexyl)oxy)benzene-1,3-diol C(C)C(COC=1C=C(C=C(C1)O)O)CCCC